3,4-dihydro-2H-1-benzopyran-4-ol O1CCC(C2=C1C=CC=C2)O